(s)-2-(2-(1,3-dimethyl-2-oxabicyclo[2.1.1]hexan-4-yl)-2H-pyrazolo[3,4-b]pyrazin-6-yl)-3-methyl-5-(trifluoromethyl)phenol CC12O[C@H](C(C1)(C2)N2N=C1N=C(C=NC1=C2)C2=C(C=C(C=C2C)C(F)(F)F)O)C